(4-chloro-6-phenyl-1,3,5-triazin-2-yl)-2-phenyl-9H-carbazole ClC1=NC(=NC(=N1)C1=CC=CC=C1)C1=C(C=CC=2C3=CC=CC=C3NC12)C1=CC=CC=C1